I(=O)(=O)(=O)[O-].I(=O)(=O)(=O)[O-].[Ag+].[Mg+2] magnesium silver diperiodate